sulfur phosphorus bis-octyl-zinc salt C(CCCCCCC)[Zn]CCCCCCCC.[P].[S]